N(=[N+]=[N-])C(C(=O)OC)C1CCN(CC1)C(=O)OC(C)(C)C tert-butyl 4-(1-azido-2-methoxy-2-oxoethyl)piperidine-1-carboxylate